2-piperazin-1-ylethyl 6-[5-(6-methyl-2-pyridyl)-1H-imidazol-4-yl]quinoline-3-carboxylate CC1=CC=CC(=N1)C1=C(N=CN1)C=1C=C2C=C(C=NC2=CC1)C(=O)OCCN1CCNCC1